C(CCCCCC)OC([C@@](CC(=O)OCC1=CC=CC=2C3=CC=CC=C3CC12)(C)N)=O (S)-β-fluorenylmethoxycarbonyl-aminoisobutyric acid n-heptyl ester